ClC1=C(C=CC2=C1C(=NC(C=N2)C)C2=NC=CC=C2F)C(F)(F)F 6-chloro-5-(3-fluoro-2-pyridinyl)-3-methyl-7-(trifluoromethyl)-3H-1,4-benzodiazepine